6-bromo-2-methyl-3,4-dihydro-2λ6-benzo[c][1,2]thiazin-2-one BrC1=CC2=C(N=S(CC2)(=O)C)C=C1